NC1=C2C(=NC=N1)N(N=C2C2=CC=C(C=C2)OC2=CC=CC=C2)C2CCC(CC2)N2CCN(CC2)CC2CN(C2)C=2C=C1C(N(C(C1=CC2)=O)C2C(NC(CC2)=O)=O)=O 5-(3-((4-((1r,4r)-4-(4-amino-3-(4-phenoxyphenyl)-1H-pyrazolo[3,4-d]pyrimidin-1-yl)cyclohexyl)piperazin-1-yl)methyl)azetidin-1-yl)-2-(2,6-dioxopiperidin-3-yl)isoindoline-1,3-dione